C(C)(CCC)NC=NC(C)C N-sec-pentyl-N'-isopropylformamidine